[1,4]oxazepino[6,5-c]quinoline-5,6(1H,7H)-dione N1C=COC(C=2C(NC=3C=CC=CC3C21)=O)=O